tert-Butyl-N-[[4-(2,2-dimethyl-1,3-dioxolan-4-yl)-7-[4-(trifluoromethoxy)phenyl]-2,3-dihydrobenzofuran-5-yl]methyl]carbamate C(C)(C)(C)OC(NCC=1C=C(C2=C(CCO2)C1C1OC(OC1)(C)C)C1=CC=C(C=C1)OC(F)(F)F)=O